OC(CC1=C(C=C(C=C1)OC(C(=C)C)=O)N1N=C2C(=N1)C=CC=C2)C 2-(2'-hydroxy-5'-methacryloxy-propyl-phenyl)-2H-benzotriazole